ClC1=CN=C2C(N(C(NC2=N1)=O)C1=C(C(=CC=C1)C1=NN(C=C1)C)Cl)=O 7-chloro-3-(2-chloro-3-(1-methyl-1H-pyrazole-3-yl)phenyl)pteridine-2,4(1H,3H)-dione